O(C1=CC=CC=C1)C=1C=C(C)C=CC1 m-phenoxytoluene